2-(5-(2-cyclopropylethyl)-4-(3-fluoro-4-sulfamoylbenzyl)-3-(3-((2-methylthiazol-4-yl)ethynyl)phenyl)-1H-pyrazol-1-yl)thiazole-4-carboxylic acid C1(CC1)CCC1=C(C(=NN1C=1SC=C(N1)C(=O)O)C1=CC(=CC=C1)C#CC=1N=C(SC1)C)CC1=CC(=C(C=C1)S(N)(=O)=O)F